3-(4-(1-cyclopropyl-1H-pyrazol-4-yl)-1-(4-(trifluoromethoxy)phenyl)-1H-pyrazolo[3,4-b]pyridin-3-yl)azetidine-1-carboxylic acid tert-butyl ester C(C)(C)(C)OC(=O)N1CC(C1)C1=NN(C2=NC=CC(=C21)C=2C=NN(C2)C2CC2)C2=CC=C(C=C2)OC(F)(F)F